FC(C1=CC=C(C=N1)[C@H]1C[C@H](CC1)N1CCC2(CS(C2)(=O)=O)CC1)(F)F 7-((1S,3R)-3-(6-(trifluoromethyl)pyridin-3-yl)cyclopentyl)-2-thia-7-azaspiro[3.5]nonane 2,2-dioxide